5-chloro-2-[[1-(4-piperidyl)pyrazol-3-yl]oxymethyl]benzonitrile ClC=1C=CC(=C(C#N)C1)COC1=NN(C=C1)C1CCNCC1